[N+](=O)([O-])C1=CC=C(CN2CCN(CCN(CCN2CC(=O)[O-])CC(=O)[O-])CC(=O)[O-])C=C1 1-(p-nitrobenzyl)-1,4,7,10-tetraazacyclodecan-4,7,10-triacetate